4-(9-oxiranylnonyloxy)benzoic acid O1C(C1)CCCCCCCCCOC1=CC=C(C(=O)O)C=C1